tert-butyl 5-nitroindoline-1-carboxylate [N+](=O)([O-])C=1C=C2CCN(C2=CC1)C(=O)OC(C)(C)C